2-(2-(1-(4-methoxybenzyl)-6-oxo-5-(trifluoromethyl)-1,6-dihydropyridazin-3-yl)pyrrolidin-1-yl)acetic acid COC1=CC=C(CN2N=C(C=C(C2=O)C(F)(F)F)C2N(CCC2)CC(=O)O)C=C1